3-((3-((4-(4-((3R,4S)-7-hydroxy-3-phenylchroman-4-yl)phenyl)piperazin-1-yl)methyl)phenyl)amino)piperidine-2,6-dione OC1=CC=C2[C@@H]([C@@H](COC2=C1)C1=CC=CC=C1)C1=CC=C(C=C1)N1CCN(CC1)CC=1C=C(C=CC1)NC1C(NC(CC1)=O)=O